[4-(2,2-difluoro-1-hydroxyethyl)phenyl]-4-[4-fluoro-2-(2,2,2-trifluoroethoxy)phenyl]-2,3-dihydro-1H-pyrrolo[3,4-c]pyridin-1-one FC(C(O)C1=CC=C(C=C1)N1CC=2C(=NC=CC2C1=O)C1=C(C=C(C=C1)F)OCC(F)(F)F)F